3,6-diamino-9-propylcarbazole NC=1C=CC=2N(C3=CC=C(C=C3C2C1)N)CCC